4-cinnamyl-3-hydroxy-5-(4-nitrophenyl)-1-(4-methoxyphenyl)-1H-pyrrol-2(5H)-one C(C=CC1=CC=CC=C1)C1=C(C(N(C1C1=CC=C(C=C1)[N+](=O)[O-])C1=CC=C(C=C1)OC)=O)O